2-(PROP-2-EN-1-YLAMINO)BUTANOIC ACID C(C=C)NC(C(=O)O)CC